C1(CCCCC1)C1=CC=C(C=C1)C=1NC=2N(C(C1)=O)N=C(C2)C(CO)C 5-(4-cyclohexylphenyl)-7-oxo-2-[2-hydroxy-1-methyl-ethyl]-4H-pyrazolo[1,5-a]pyrimidine